N[C@@H](CC(=O)OCC)C=1C=C(C(=CC1)C)C1=CC(=CC=C1)OC(F)(F)F ethyl (S)-3-amino-3-(6-methyl-3'-(trifluoromethoxy)biphenyl-3-yl)propanoate